C(CCC)C(C(=O)OCCCCCC(=O)OCC(COC(CCC(OCCCC\C=C/CC)OCCCC\C=C/CC)=O)CO)CCCCCC 6-(3-((4,4-bis(((Z)-oct-5-en-1-yl)oxy)butanoyl)oxy)-2-(hydroxymethyl)propoxy)-6-oxohexyl 2-butyloctanoate